1,2,3,4-tetramethylbenzaldehyde CC1(C=O)C(C(=C(C=C1)C)C)C